N-(4-cyano-2-fluorophenyl)-4-(cyclohexylmethyl)-1H-pyrrole-3-sulfonamide C(#N)C1=CC(=C(C=C1)NS(=O)(=O)C1=CNC=C1CC1CCCCC1)F